(4R)-7-chloro-10-[3-(4-chloro-3,5-dimethyl-phenoxy)propyl]-4-methyl-2-[1-methyl-2-(2H-tetrazol-5-yl)indol-4-yl]-6-(1,3,5-trimethylpyrazol-4-yl)-3,4-dihydropyrazino[1,2-a]indol-1-one ClC=1C=CC=2C(=C3N(C2C1C=1C(=NN(C1C)C)C)[C@@H](CN(C3=O)C3=C1C=C(N(C1=CC=C3)C)C=3N=NNN3)C)CCCOC3=CC(=C(C(=C3)C)Cl)C